tert-butyl (3S)-3-[(1R)-1-hydroxy-2-[[6-(spiro[3.3]heptan-2-ylamino)pyrimidine-4-carbonyl]amino]ethyl]-7-[(4-methyloxazol-5-yl)methoxy]-3,4-dihydro-1H-isoquinoline-2-carboxylate O[C@H](CNC(=O)C1=NC=NC(=C1)NC1CC2(C1)CCC2)[C@H]2N(CC1=CC(=CC=C1C2)OCC2=C(N=CO2)C)C(=O)OC(C)(C)C